3'-(3-(10H-phenothiazin-10-yl)phenyl)-4',5'-bis(4-(benzo[d]oxazol-2-yl)phenyl)-[1,1':2',1''-terphenyl] C1=CC=CC=2SC3=CC=CC=C3N(C12)C=1C=C(C=CC1)C1=C(C(=CC(=C1C1=CC=C(C=C1)C=1OC2=C(N1)C=CC=C2)C2=CC=C(C=C2)C=2OC1=C(N2)C=CC=C1)C1=CC=CC=C1)C1=CC=CC=C1